3-((7-(4-(trifluorometh-yl)phenoxy)-3,4-dihydro-isoquinolin-2(1H)-yl)sulfonyl)propanenitrile FC(C1=CC=C(OC2=CC=C3CCN(CC3=C2)S(=O)(=O)CCC#N)C=C1)(F)F